dimercaptobenzophenone SC=1C(=C(C(=O)C2=CC=CC=C2)C=CC1)S